ClC=1C=CC2=C([C@@H](C[C@@H](O2)C(=O)NC2CC3(CN(C3)C(COC3=CC(=C(C=C3)Cl)F)=O)C2)O)C1 (2R,4R)-6-chloro-N-{2-[(4-chloro-3-fluorophenoxy)acetyl]-2-azaspiro[3.3]hept-6-yl}-4-hydroxy-3,4-dihydro-2H-1-benzopyran-2-carboxamide